FC=1C(=C(C(=O)N)C(=CC1F)F)NC1=C(C=C(C=C1)I)F 3,4,6-Trifluoro-2-[(2-fluoro-4-iodophenyl)amino]benzamide